2-(3-(4-fluorophenyl)but-2-en-1-yl)pyrrolidine-1,2-dicarboxylic acid FC1=CC=C(C=C1)C(=CCC1(N(CCC1)C(=O)O)C(=O)O)C